dimethyl (2,2,2-trichloro-1-hydroxy ethyl)phosphonate ClC(C(O)P(OC)(OC)=O)(Cl)Cl